ClC1=C(C=CC(=C1)Cl)S(=O)(=O)Cl 2,4-dichlorobenzene-1-sulfonyl chloride